CP(=O)(C)CC(=O)OC methyl 2-(dimethylphosphoryl)acetate